6,10,14,18-eicosatetraenoic acid C(CCCCC=CCCC=CCCC=CCCC=CC)(=O)O